[Al].[Cr].[Ni].[Fe].NC=1C2=C(N=CN1)N(C(=C2C2=CC1CCC(C2)N1)C1=CC=C(C=C1)NC(C(=C)C)=O)C N-(4-(4-amino-5-(8-azabicyclo[3.2.1]oct-2-en-3-yl)-7-methyl-7H-pyrrolo[2,3-d]pyrimidin-6-yl)phenyl)methacrylamide iron-nickel-chromium-aluminium